O-phenyl O-(2,2,2-trifluoro-1-(5-(5-(((R)-1-(4-fluorophenyl)ethyl)amino)pyrazin-2-yl)pyridazin-3-yl)ethyl) carbonothioate C(OC1=CC=CC=C1)(OC(C(F)(F)F)C=1N=NC=C(C1)C1=NC=C(N=C1)N[C@H](C)C1=CC=C(C=C1)F)=S